2-((6-chloro-2-methylpyrimidin-4-yl)amino)-N-(2-chloro-4-(fluoromethyl)thiophen-3-yl)thiazole ClC1=CC(=NC(=N1)C)NC1SC=CN1C1=C(SC=C1CF)Cl